S1C(=NC2=C1C=CC=C2)NC(=O)C=2C=CC=C1CCN(CC21)C2=CC=C(C(=N2)C(=O)OC(C)(C)C)CCCOC2=CC=C(CC1CCN(CC1)CC(=O)O)C=C2 2-(4-(4-(3-(6-(8-(benzo[d]thiazol-2-ylcarbamoyl)-3,4-dihydroisoquinolin-2(1H)-yl)-2-(tert-butoxycarbonyl)pyridin-3-yl)propoxy)benzyl)piperidin-1-yl)acetic acid